C(CCC(=O)O)(=O)O.NC1=C(C=C(C2=C1CCO2)C(=O)NC2CCN(CC2)CCCOC)Cl 4-amino-5-chloro-2,3-dihydro-N-[1-(3-methoxypropyl)-4-piperidinyl]-7-benzofurancarboxamide succinate